5-[5-[(1R)-1-(3,5-dichloro-4-pyridyl)ethoxy]-4-fluoro-1-tetrahydropyran-2-yl-indazol-3-yl]-2-fluoro-pyridine-3-carbonitrile ClC=1C=NC=C(C1[C@@H](C)OC=1C(=C2C(=NN(C2=CC1)C1OCCCC1)C=1C=C(C(=NC1)F)C#N)F)Cl